N1C=CC2=CC(=CC=C12)CNC(OCCC=1C(OC2=CC(=CC=C2C1C)N(CC)CC)=O)=O 2-(7-(diethylamino)-4-methyl-2-oxo-2H-chromen-3-yl)ethyl ((1H-indol-5-yl)methyl)carbamate